1-[3-fluoro-6-(trimethylstannyl)pyridin-2-yl]ethanone FC=1C(=NC(=CC1)[Sn](C)(C)C)C(C)=O